(1,4-dimethyl-1H-pyrazol-3-yl)(spiro[2.3]hex-5-yl)methanone CN1N=C(C(=C1)C)C(=O)C1CC2(CC2)C1